ClC1=C(C=CC=C1)C=1NC(=C(N1)C1=CC(=CC=C1)OC)C1=CC(=CC=C1)OC 2-(o-chloro-phenyl)-4,5-di(m-methoxyphenyl)imidazole